NCCNCCNCCC[Si](OC)(OC)OC 3-[2-(2-aminoethylamino)ethyl-amino]propyl-trimethyloxysilane